(3,5-dichloro-4-methylphenyl)-4-ethyl-4-methyl-4,5-dihydrooxazole ClC=1C=C(C=C(C1C)Cl)C=1OCC(N1)(C)CC